N-(7-isopropoxy-2-(piperidin-4-yl)imidazo[1,2-a]pyridin-6-yl)-6-(trifluoromethyl)pyridinecarboxamide C(C)(C)OC1=CC=2N(C=C1NC(=O)C1=NC(=CC=C1)C(F)(F)F)C=C(N2)C2CCNCC2